4-(Benzofuran-5-yl)-5-[4-[(3S)-1-(3-fluoropropyl)pyrrolidin-3-yl]oxyphenyl]-2,3-dihydro-1-benzothiepin-8-ol O1C=CC2=C1C=CC(=C2)C=2CCSC1=C(C2C2=CC=C(C=C2)O[C@@H]2CN(CC2)CCCF)C=CC(=C1)O